CSC1=CC=C(C=C1)C(C(C)N1CCOCC1)=O 4-(methylthio)phenyl-2-morpholino-1-propanone